1-ethyl-4-(6-methyl-5-(methylsulfonylamino)Pyridin-2-yl)-1H-1,2,3-triazol-5-yl carbamate C(N)(OC1=C(N=NN1CC)C1=NC(=C(C=C1)NS(=O)(=O)C)C)=O